(E)-4-((2-isonicotinyl-hydrazono)methyl)-N-(p-tolyl)benzamide C(C1=CC=NC=C1)N\N=C\C1=CC=C(C(=O)NC2=CC=C(C=C2)C)C=C1